C1(CCCC1)C1=NC2=NC=NC(=C2N1)NC(CC=1C=C(C=C(C1)F)C1=CC=C(C=C1)O)=O N-(8-cyclopentyl-7H-purin-6-yl)-2-(5-fluoro-4'-hydroxy-[1,1'-biphenyl]-3-yl)acetamide